O1CCCC=C1 3,4-dihydropyrane